((2-(3-Chlorophenyl)-2-methyl-1-phenylpropoxy)carbonyl)-L-leucine ClC=1C=C(C=CC1)C(C(OC(=O)N[C@@H](CC(C)C)C(=O)O)C1=CC=CC=C1)(C)C